tert-butyl 2-(4-cyclopropyl-6-methoxypyrimidin-5-yl)-4-((4-(1-methyl-4-(trifluoromethyl)-1H-imidazol-2-yl)benzyl)amino)-5-oxo-7,8-dihydropyrido[4,3-d]pyrimidine-6(5H)-carboxylate C1(CC1)C1=NC=NC(=C1C=1N=C(C2=C(N1)CCN(C2=O)C(=O)OC(C)(C)C)NCC2=CC=C(C=C2)C=2N(C=C(N2)C(F)(F)F)C)OC